ClC=1C=C(C=CC1OCC)C1=NC=CC(=N1)C1=C(C=C(C=C1)OC)OC 2-(3-chloro-4-ethoxyphenyl)-4-(2,4-dimethoxyphenyl)pyrimidine